C(CCC)OC(C)C isopropyl n-butyl ether